C(C)(C)(C)OC(CC(C=C)O[Si](C)(C)C(C)(C)C)=O tert-butyl-3-(tert-butyldimethylsilyloxy)pent-4-enoate